(2S)-2-{4-bromo-2-[difluoro(phenyl)methyl]phenoxy}propanoic acid BrC1=CC(=C(O[C@H](C(=O)O)C)C=C1)C(C1=CC=CC=C1)(F)F